OC1CN(CCN1)C1=CC(=CC=2OCCOC21)C 5-(3-hydroxypiperazin-1-yl)-7-methyl-2,3-dihydro-1,4-benzodioxine